5-cholesten-3β-ol sulfate S(=O)(=O)(O)O[C@@H]1CC2=CC[C@H]3[C@@H]4CC[C@H]([C@@H](CCCC(C)C)C)[C@]4(CC[C@@H]3[C@]2(CC1)C)C